The molecule is a nucleotide-sugar oxoanion that is the dianion of D-ribofuranosyl-ADP arising from deprotonation of the diphosphate OH groups; major species at pH 7.3. It is a conjugate base of a D-ribofuranosyl-ADP. C1=NC(=C2C(=N1)N(C=N2)[C@H]3[C@@H]([C@@H]([C@H](O3)COP(=O)([O-])OP(=O)([O-])OC4[C@@H]([C@@H]([C@H](O4)CO)O)O)O)O)N